N-(((2S,5R)-6-hydroxy-7-oxo-1,6-diazabicyclo[3.2.1]oct-2-yl)(imino)methyl)pyrimidine-4-carboxamide ON1[C@@H]2CC[C@H](N(C1=O)C2)C(NC(=O)C2=NC=NC=C2)=N